CN([C@H](CNC(C[C@@H](C)C1=CC=CC=C1)=O)CC=1C=C2C=NNC2=CC1)C (3R)-N-[(2S)-2-(dimethylamino)-3-(1H-indazol-5-yl)propyl]-3-phenylbutanamide